CC1=CNC2=NC=C(C=C21)C=2C=C1CCN(CC1=C(C2)[C@H]2N(CCC2)C(=O)OC(C)(C)C)C(=O)C=2C=NC(=NC2)C(F)(F)F tert-butyl (S)-2-[6-(3-methyl-1H-pyrrolo[2,3-b]pyridin-5-yl)-2-[2-(trifluoromethyl)pyrimidine-5-carbonyl]-1,2,3,4-tetrahydroisoquinolin-8-yl]pyrrolidine-1-carboxylate